2-(acetylamino)-2-deoxy-glucose C(C)(=O)N[C@@H](C=O)[C@@H](O)[C@H](O)[C@H](O)CO